C(C)C1=C(C=CC(=C1)C=1C=NC=C(C1)O)CN1CCN(CC1)C1=CC=C(N=N1)C(=O)OC(C)(C)C tert-Butyl 6-[4-[[2-ethyl-4-(5-hydroxypyridin-3-yl)phenyl]methyl]piperazin-1-yl]pyridazine-3-carboxylate